2-phenylmethyl-amino-2,4,6,8-tetramethylcyclotetrasiloxane C1(=CC=CC=C1)C[Si]1(O[SiH](O[SiH](O[Si](O1)(C)N)C)C)C